tert-butyl 4-[2-[4-aminobutyl(methyl)amino]-6-chloro-8-fluoro-7-(3-hydroxy-1-naphthyl)quinazolin-4-yl]piperazine-1-carboxylate NCCCCN(C1=NC2=C(C(=C(C=C2C(=N1)N1CCN(CC1)C(=O)OC(C)(C)C)Cl)C1=CC(=CC2=CC=CC=C12)O)F)C